Ethyl 2-[[2,5-difluoro-4-[6-[[5-[2-(1-methylpyrazol-4-yl)ethynyl]thiazol-2-yl]methoxy]-2-pyridyl]phenyl]methyl]-7-fluoro-3-[[(2S)-oxetan-2-yl]methyl]benzimidazole-5-carboxylate FC1=C(C=C(C(=C1)C1=NC(=CC=C1)OCC=1SC(=CN1)C#CC=1C=NN(C1)C)F)CC=1N(C2=C(N1)C(=CC(=C2)C(=O)OCC)F)C[C@H]2OCC2